ClC=1C(=CC=C2N=CC(=NC12)C=1C=NN(C1)CC1C2CN(C(C1)C2)C)OC=2C=CC1=C(NC(=N1)C)C2 8-Chloro-7-((2-methyl-1H-benzo[d]imidazol-6-yl)oxy)-2-(1-((2-methyl-2-azabicyclo[2.2.1]heptan-5-yl)methyl)-1H-pyrazol-4-yl)quinoxaline